NC=1C=C(C=CC1)C(=O)C1=CC=CC=C1 (3-aminophenyl)(phenyl)methanone